F[C@H](C(=O)NC1=C(C=C(C=C1)NCC1=CC=C(C=C1)C(F)(F)F)NC)[C@@H](CCCC)F (2R,3R)-2,3-difluoro-N-(2-(methylamino)-4-((4-(trifluoromethyl)benzyl)amino)phenyl)heptanamide